1-((5aR,9R)-5-(7-bromo-1H-benzo[d]imidazole-4-carbonyl)-2-(4-cyclobutylphenyl)-9-fluoro-2,3,4,5,5a,6,8,9-octahydro-7H-1,2,5,7-tetraazabenzo[cd]azulen-7-yl)prop-2-en-1-one BrC1=CC=C(C2=C1NC=N2)C(=O)N2CCC=1N(N=C3[C@@H](CN(C[C@H]2C13)C(C=C)=O)F)C1=CC=C(C=C1)C1CCC1